rac-(3'S,5S)-2-(2-ethoxypyridin-3-yl)-3'-ethyl-7-[(3S)-pyrrolidin-3-yl]-1'-[2-(trifluoromethyl)pyridin-3-yl]spiro[6H-1,7-naphthyridine-5,4'-piperidine]-8-one C(C)OC1=NC=CC=C1C1=NC=2C(N(C[C@@]3([C@@H](CN(CC3)C=3C(=NC=CC3)C(F)(F)F)CC)C2C=C1)[C@@H]1CNCC1)=O |&1:15,16|